CN1CCC1 (1-methyl)Azetidine